methyl N-[5-[6-[5-(4-fluoro-3-methoxy-phenyl)oxazol-4-yl]imidazo[1,2-a]pyridin-3-yl]-2-pyridyl]carbamate FC1=C(C=C(C=C1)C1=C(N=CO1)C=1C=CC=2N(C1)C(=CN2)C=2C=CC(=NC2)NC(OC)=O)OC